4-((4-(4-chloro-3-(trifluoromethyl)phenoxy)-3-fluorobenzyl)oxy)-6-(4,4-difluoropiperidin-1-yl)-1-methylpyrimidin-2(1H)-one ClC1=C(C=C(OC2=C(C=C(COC3=NC(N(C(=C3)N3CCC(CC3)(F)F)C)=O)C=C2)F)C=C1)C(F)(F)F